ethyl-4-chloro-2-methylthiopyrimidine-5-carboxylic acid C(C)C1=C(C(=NC(=N1)C)Cl)C(=S)O